(1S,3'R,4'S,5'S,6'R)-5-Chloro-6-((5-(difluoromethyl)thiophen-2-yl)methyl)-6'-methyl-3',4',5',6'-tetrahydro-3H-spiro[isobenzofuran-1,2'-pyran]-3',4',5'-triol ClC=1C=C2CO[C@]3(O[C@@H]([C@H]([C@@H]([C@H]3O)O)O)C)C2=CC1CC=1SC(=CC1)C(F)F